(4H-thieno[3,2-b]pyrrol-5-yl)(3,4,5-trimethoxyphenyl)methanone S1C=CC=2NC(=CC21)C(=O)C2=CC(=C(C(=C2)OC)OC)OC